epoxymethyl-pentaerythritol silicate [Si](O)(O)(O)O.CC1(O)C(C(O)O1)(CO)CO